2-(2-chlorophenoxy)butanoic acid ClC1=C(OC(C(=O)O)CC)C=CC=C1